O.[SiH2]1[SiH2]NCC1 azadisilacyclopentane compound with water